C(C)(C)(C)C1=CC=C(C=C1)N1NC(=CC1C1=CC=C(C=C1)CCCCCCCCCCCC)C=CC1=CC=C(C=C1)CCCCCCCCCCCC 1-(4-tert-butyl-phenyl)-3-(4-dodecyl-styryl)-5-(4-dodecyl-phenyl)-pyrazoline